C(C)C1=CC=CC=C1 1R-ethylbenzene